CC1=CC=2N(C=C1NC1=NC=C3N4C(N(C3=N1)C1CCOCC1)=NN=C4)N=CN2 N-(7-methyl-[1,2,4]triazolo[1,5-a]pyridin-6-yl)-9-(tetrahydro-2H-pyran-4-yl)-9H-[1,2,4]triazolo[3,4-f]purin-7-amine